C1(CC1)NC(C1=CC=C(C=C1)S(NC(C1=C(C=CC=C1)OC)=O)(=O)=O)=O N-cyclopropyl-4-(2-methoxy-benzoylsulfamoyl)-benzamide